BrC=1C(=NC(=CC1N1CC(C1)N1CCN(CC1)C(=O)OC(C)(C)C)Cl)C(F)(F)F tert-Butyl 4-(1-(3-bromo-6-chloro-2-(trifluoromethyl)pyridin-4-yl)azetidin-3-yl)piperazine-1-carboxylate